CC1=C(C=CC=C1C=1C=C2C=C(C=CN2C1)CN1CCCCC1)C1=CC=CC=C1 (2S)-1-{[2-(2-methylbiphenyl-3-yl)indolizin-7-yl]methyl}piperidine